methyl 2,5-furandicarboxylate O1C(=CC=C1C(=O)[O-])C(=O)OC